2-(ETHYLSULFANYL)ACETALDEHYDE C(C)SCC=O